(R)-2-(difluoromethoxy)-1-(3-(difluoromethoxy)phenyl)ethan methyl-5-amino-1-methyl-1H-imidazole-2-carboxylate COC(=O)C=1N(C(=CN1)N)C.FC(OCCC1=CC(=CC=C1)OC(F)F)F